6-methyl-9,10-dimethacryloyloxy-1,2,3,4-tetrahydro-1,4-methanoanthracene CC=1C=C2C(=C3C4CCC(C3=C(C2=CC1)OC(C(=C)C)=O)C4)OC(C(=C)C)=O